C(C1=CC=CC=C1)OC=1C(C(=CN2C1C(N1[C@H](CC[C@H]([C@H]2C1)S)C)=O)C(=O)NCC1=C(C=C(C=C1F)F)F)=O (3S,6R,7R)-12-(benzyloxy)-6-mercapto-3-methyl-1,11-dioxo-N-(2,4,6-trifluorobenzyl)-1,4,5,6,7,11-hexahydro-3H-2,7-methanopyrido[1,2-a][1,4]diazonine-10-carboxamide